(S)-tert-butyl 4-((3-chloro-4-fluorophenyl)(methyl)carbamoyl)-3-(6-methyl-4-(trifluoromethyl)pyridin-2-yl)-2-oxoimidazolidine-1-carboxylate ClC=1C=C(C=CC1F)N(C(=O)[C@H]1N(C(N(C1)C(=O)OC(C)(C)C)=O)C1=NC(=CC(=C1)C(F)(F)F)C)C